6-bromo-7-ethoxyquinazolin BrC=1C=C2C=NC=NC2=CC1OCC